cis-N-(4-cyanonaphthalen-1-yl)-2-(4-(1-(2-(2-(2,6-dioxopiperidin-3-yl)-1,3-dioxoisoindolin-5-yl)octahydrocyclopenta[c]pyrrol-5-yl)piperidin-4-yl)-1H-pyrazol-1-yl)-2-methylpropanamide C(#N)C1=CC=C(C2=CC=CC=C12)NC(C(C)(C)N1N=CC(=C1)C1CCN(CC1)C1CC2C(CN(C2)C=2C=C3C(N(C(C3=CC2)=O)C2C(NC(CC2)=O)=O)=O)C1)=O